ClC=1C=C(/C=C/C2=CC(=C(C=C2)O)CNC2=C(C=C(C=C2)N2CCN(CC2)C)OC)C=CC1Cl (E)-4-(3,4-dichlorostyryl)-2-(((2-methoxy-4-(4-methylpiperazin-1-yl)phenyl)amino)methyl)phenol